O=C1N(CCC2=CC(=CC=C12)B1OC(C(O1)(C)C)(C)C)C1CCN(CC1)C(=O)OC(C)(C)C tert-butyl 4-[1-oxo-6-(4,4,5,5-tetramethyl-1,3,2-dioxaborolan-2-yl)-3,4-dihydroisoquinolin-2-yl]piperidine-1-carboxylate